4-chloro-N-cyclopropyl-2-fluoro-5-(1-{imidazo[1,2-a]pyrazin-3-yl}-1H-pyrazol-4-yl)benzamide ClC1=CC(=C(C(=O)NC2CC2)C=C1C=1C=NN(C1)C1=CN=C2N1C=CN=C2)F